2-{[5-methyl-2-(pyrimidin-2-yl)phenyl]carbonyl}-3-({[5-(trifluoromethyl)pyridin-2-yl]oxy}methyl)-2-azabicyclo[3.1.1]heptane CC=1C=CC(=C(C1)C(=O)N1C2CC(CC1COC1=NC=C(C=C1)C(F)(F)F)C2)C2=NC=CC=N2